[N+](#[C-])CC(C[N+]#[C-])(C)C 1,3-diisocyano-2,2-dimethylpropane